1-(3,5-dichloropyridin-4-yl)ethoxyl-N-(6-((3S,5R)-3,5-dimethylpiperazin-1-yl)pyridin-3-yl)-1H-indazole-3-carboxamide ClC=1C=NC=C(C1C(ON1N=C(C2=CC=CC=C12)C(=O)NC=1C=NC(=CC1)N1C[C@@H](N[C@@H](C1)C)C)C)Cl